7-Bromo-3-iodobenzo[b]thiophene-2-carboxylic acid BrC1=CC=CC2=C1SC(=C2I)C(=O)O